C1=NCN2C1=CNC=C2 7H-imidazo[1,5-a]pyrazine